1-[5-(5-fluoro-2-methoxypyridin-4-yl)-1-[[2-(trimethylsilyl)ethoxy]methyl]-1,2,4-triazole-3-carbonyl]piperidine-4-carboxylic acid FC=1C(=CC(=NC1)OC)C1=NC(=NN1COCC[Si](C)(C)C)C(=O)N1CCC(CC1)C(=O)O